NC(=O)C1=CC=CC2=CN(N=C12)C1=CC=C(CN2CC3=CN=CC=C3CC2)C=C1 2-{4-[7-(aminocarbonyl)-2H-indazole-2-yl]benzyl}-1,2,3,4-tetrahydro-2,7-diazanaphthalene